CC1=C(C=CC(=C1)S(NC(C)C1CCN(CC1)C)(=O)=O)C1=C(C(=O)N)C=CC=C1 2-methyl-4-(N-(1-(1-methylpiperidin-4-yl)ethyl)sulfamoyl)phenylbenzamide